FC(C(=O)O)(F)F.FCCOC1=CC=C(C=C1)C1=C2C(=CN=N1)CCC1=C(CC2)N=C(N1)CCC(=O)OC Methyl 3-(6-(4-(2-fluoroethoxy)phenyl)-4,5,10,11-tetrahydro-1H-imidazo[4',5':5,6]cycloocta[1,2-d]pyridazin-2-yl)propanoate 2,2,2-trifluoroacetate